N1C(=O)NC(=O)C([18F])=C1 [18F]-fluorouracil